C1(CCCC(C)O1)=O ε-hexaneLactone